tert-butyl 1-methyl-8-(4,4,5,5-tetramethyl-1,3,2-dioxaborolan-2-yl)-3,5-dihydro-2H-1,4-benzodiazepine-4-carboxylate CN1CCN(CC2=C1C=C(C=C2)B2OC(C(O2)(C)C)(C)C)C(=O)OC(C)(C)C